1-(Tert-butyl)-3-fluoro-N-(3-(3-fluoro-8-morpholinoimidazo[1,2-a]pyridin-6-yl)-4-methylphenyl)-1H-pyrazole-4-carboxamide C(C)(C)(C)N1N=C(C(=C1)C(=O)NC1=CC(=C(C=C1)C)C=1C=C(C=2N(C1)C(=CN2)F)N2CCOCC2)F